(1S,3R)-3-(t-butoxycarbonylamino)cyclohexanecarboxylic acid C(C)(C)(C)OC(=O)N[C@H]1C[C@H](CCC1)C(=O)O